CC(C(=O)OC(COC(C=C(CC1CO1)CC1CO1)=O)C)OC1=C(C=C(C=C1)OC\C=C(\C1=CC=C(C=C1)C(F)(F)F)/C1=CC=C(C=C1)I)C propylene glycol diglycidyl-acrylate methyl-(Z)-[4-[3-(4-iodophenyl)-3-(4-trifluoromethylphenyl)-allyloxy]-2-methylphenoxy]acetate